O1C=CC2=C1C=C(C=C2)CC(CC)N(C(OC(C)(C)C)=O)C tert-butyl (1-(benzofuran-6-yl)butan-2-yl)(methyl)carbamate